C(C(C)C)C=1C=CC(=C(C1)N1CCN(CC1)C(=O)OC(C)(C)C)C=1N=NNN1 tert-butyl 4-[5-isobutyl-2-(2H-tetrazol-5-yl)phenyl]piperazine-1-carboxylate